O[C@@H]1CN2[C@@H]([C@@H]([C@@H]2CN(C[C@@H]1O)C(=O)NC1=CC=C(C=C1)OC)C1=CC=C(C=C1)C#CC=1C=NC=CC1)CO (3R,4S,8R,9R,10S)-3,4-dihydroxy-10-(hydroxymethyl)-N-(4-methoxyphenyl)-9-(4-(pyridin-3-ylethynyl)phenyl)-1,6-diazabicyclo[6.2.0]decane-6-carboxamide